FC(OC=1C2=C(N=CN1)N(C(=C2C2=CC(=C(C=C2)OC2=NC=CC(=N2)C)OC)C2=CC=C(C=C2)NC(C=C)=O)C)F N-(4-(4-(difluoromethoxy)-5-(3-methoxy-4-((4-methylpyrimidin-2-yl)oxy)phenyl)-7-methyl-7H-pyrrolo[2,3-d]pyrimidin-6-yl)phenyl)acrylamide